4H-benzo[1,3]dioxin O1COCC2=C1C=CC=C2